N-(6-methyl-5-(7-(methylamino)-1,6-naphthyridin-3-yl)pyridazin-3-yl)-4-(trifluoromethyl)picolinamide CC1=C(C=C(N=N1)NC(C1=NC=CC(=C1)C(F)(F)F)=O)C=1C=NC2=CC(=NC=C2C1)NC